5-fluoro-1-(2-fluorophenyl)-3-iodo-1H-pyrazolo[3,4-B]pyridine FC=1C=C2C(=NC1)N(N=C2I)C2=C(C=CC=C2)F